1-(4-hydroxy-3-iodophenyl)ethanol methyl-1,4-diazepanyl-acetate CC(C(=O)OC(C)C1=CC(=C(C=C1)O)I)N1CCNCCC1